ClC1=C(C=CC=C1)N1C(N=CC2=C1N=C(C=C2)C(F)(F)F)=O 1-(2-chlorophenyl)-7-(trifluoromethyl)-pyrido[2,3-d]pyrimidin-2(1H)-one